(3R)-8-fluoro-8-(hydroxymethyl)-3,10-dimethyl-11-oxo-1,3,4,7,8,9,10,11-octahydro-2H-pyrido[4',3':3,4]Pyrazolo[1,5-a][1,4]Diazepine-2-carboxylic acid tert-butyl ester C(C)(C)(C)OC(=O)N1CC=2C(=NN3C2C(N(CC(C3)(CO)F)C)=O)C[C@H]1C